8-oxo-monomethylpurine O=C1N=C2N=C(N=CC2=N1)C